CC(CNCCN)C(C)C N-(2,3-dimethylbutyl)ethane-1,2-diamine